FC(C(=O)O)(F)F.FC1=CC=2N(C=C1NC(=O)N1CCC=3C1=NC=CC3)N=C(N2)C N-(7-fluoro-2-methyl-[1,2,4]triazolo[1,5-a]pyridin-6-yl)-2,3-dihydro-1H-pyrrolo[2,3-b]pyridine-1-carboxamide 2,2,2-trifluoroacetate